2,4'-Dihydroxydiphenyl sulfone C1=CC=C(C(=C1)O)S(=O)(=O)C2=CC=C(C=C2)O